1-(4-cyanophenyl)-5-methyl-N-[(4s)-6-({5-carbamoyl-1-methyl-1H-pyrazolo[3,4-b]pyridin-6-yl}oxy)spiro[3.3]heptan-2-yl]-1H-pyrazole-4-carboxamide C(#N)C1=CC=C(C=C1)N1N=CC(=C1C)C(=O)NC1CC2(C1)CC(C2)OC2=C(C=C1C(=N2)N(N=C1)C)C(N)=O